FC(C=1OC(=CC1C(=O)NC1=NC(=NS1)CCl)C1=CC(=CC=C1)C#N)(F)F 2-(trifluoromethyl)-5-(3-cyanophenyl)-N-(3-(chloromethyl)-1,2,4-thiadiazol-5-yl)furan-3-carboxamide